4-{[2-(3-{[4-(2-methylpropane-2-sulfonyl)phenyl]amino}prop-1-yn-1-yl)-1-(2,2,2-trifluoroethyl)-1H-indol-4-yl]amino}-1λ6-thiane-1,1-dione CC(C)(C)S(=O)(=O)C1=CC=C(C=C1)NCC#CC=1N(C2=CC=CC(=C2C1)NC1CCS(CC1)(=O)=O)CC(F)(F)F